2,2,2-trifluoro-1-(p-tolyl)ethyl 2-ethynylbenzenesulfonate C(#C)C1=C(C=CC=C1)S(=O)(=O)OC(C(F)(F)F)C1=CC=C(C=C1)C